trimethylsilyl-4-vinyl-1,1'-biphenyl C[Si](C)(C)C1=C(C=CC(=C1)C=C)C1=CC=CC=C1